NC1=C(C2=C(S1)C=CC(=C2C=2C1=C(C=3C=NC(=NC3C2F)N2C[C@H]([C@@H](C2)C)NC(C)C)COC1)F)C#N 2-Amino-5-fluoro-4-(5-fluoro-3-((3S,4R)-3-(isopropylamino)-4-methylpyrrolidin-1-yl)-7,9-dihydrofuro[3,4-f]quinazolin-6-yl)benzo[b]thiophene-3-carbonitrile